BrCC1=NN(C(=C1)OC1=CC=C(C=C1)[N+](=O)[O-])C 3-(bromomethyl)-1-methyl-5-(4-nitrophenoxy)-1H-pyrazole